ClC1=CC(=NC=C1)N1N=CC(=C1)CC(=O)O 2-(1-(4-chloropyridin-2-yl)-1H-pyrazol-4-yl)acetic acid